5-(2-Hydroxypropan-2-yl)-1-methyl-1H-pyrazole-3-sulfonamide OC(C)(C)C1=CC(=NN1C)S(=O)(=O)N